(3aR,4R,5R,6aS)-3a,4-dihydroxy-5-phenoxyhexahydrocyclopenta[c]pyrrole-2(1H)-carboxylic acid benzyl ester C(C1=CC=CC=C1)OC(=O)N1C[C@H]2[C@@](C1)([C@@H]([C@@H](C2)OC2=CC=CC=C2)O)O